Cl.CN(C(=O)C=1C=NN2C1CNCC2)C2(CC2)C2=NC=C(C(=O)O)C=C2 6-(1-(N-methyl-4,5,6,7-tetrahydropyrazolo[1,5-a]pyrazine-3-carboxamido)cyclopropyl)nicotinic acid hydrochloride